C(C1=CC=CC=C1)N1C(C(=NC2=CC=CC=C12)C1=C(N(C2=CC=CC=C12)C)C(F)(F)F)=O 1-benzyl-3-(1-methyl-2-(trifluoromethyl)-1H-indol-3-yl)quinoxalin-2(1H)-one